CC1C=2C=CC=C(C3=NNC4=CC=C(OCCCNC(O1)=O)C=C34)C2 7-methyl-8,14-dioxa-10,19,20-triazatetracyclo[13.5.2.12,6.018,21]tricosa-1(20),2,4,6(23),15,17,21-heptaen-9-one